tetrabutyldibutylbutoxytin C(CCC)C(C(O[Sn](CCCC)CCCC)(CCCC)CCCC)(CC)CCCC